C(C)(C)(C)OC(=O)NCCCC[C@H](N)C(=O)O N6-(tert-butoxycarbonyl)lysine